(3S)-4-(azetidin-1-yl)-3-[9H-fluorene-9-ylmethoxycarbonyl(methyl)amino]-4-oxobutanoic acid N1(CCC1)C([C@H](CC(=O)O)N(C)C(=O)OCC1C2=CC=CC=C2C=2C=CC=CC12)=O